O1[C@@H](COCC1)CNC(=O)C1=C(C2=C(CCC3=CN(N=C23)C[C@H]2COCC2)O1)C N-[(2R)-1,4-dioxan-2-ylmethyl]-8-methyl-2-[(3S)-tetrahydrofurane-3-ylmethyl]-4,5-dihydro-2H-furo[2,3-g]indazole-7-carboxamide